N1C2C(CC(C1)C(=O)N)CNC2 octahydro-1H-pyrrolo[3,4-b]pyridine-3-carboxamide